7-(cyclopentylamino)-5-fluoro-2-((piperidin-4-ylsulfanyl)methyl)quinazolin-4(3H)-one C1(CCCC1)NC1=CC(=C2C(NC(=NC2=C1)CSC1CCNCC1)=O)F